FC(CC(O)C=1C=C(C(=C2C=CN=CC12)CNC1CC(C1)OC1=CC(=C(C=C1)F)C(F)(F)F)F)(F)F 3,3,3-trifluoro-1-(6-fluoro-5-((((1r,3r)-3-(4-fluoro-3-(trifluoromethyl)phenoxy)cyclobutyl)amino)methyl)isoquinolin-8-yl)propan-1-ol